N1(CCC1)C1=CC2=C(NC(=N2)C2=CC(=C(C(=C2)O)O)OC)C(=C1)C 5-(5-(azetidin-1-yl)-7-methyl-1H-benzo[d]imidazol-2-yl)-3-methoxybenzene-1,2-diol